Cl.ClC=1C=C(C=CC1C(=O)N1CCN(CC1)C(CN)=O)NC(=O)C=1N(C(=CN1)C=1C(=NN(C1)C1CC1)C(F)(F)F)C N-(3-chloro-4-(4-glycylpiperazine-1-carbonyl)phenyl)-5-(1-cyclopropyl-3-(trifluoromethyl)-1H-pyrazol-4-yl)-1-methyl-1H-imidazole-2-carboxamide hydrochloride